1-[4-(4-{3-[(2R)-2-methyl-pyrrolidin-1-yl]-propoxy}-phenoxy)-piperidin-1-yl]-ethanone monohydrochloride salt Cl.C[C@H]1N(CCC1)CCCOC1=CC=C(OC2CCN(CC2)C(C)=O)C=C1